P([O-])([O-])[O-].[Ca+2].[Al+3] aluminum calcium phosphite